N1=CC=C(C=C1)C=1C=NN2CCOC3=C(C12)C=CC(=C3)OCC3=NN1C(C=CC=C1)=N3 1-Pyridin-4-yl-8-([1,2,4]triazolo[1,5-a]pyridin-2-ylmethanoxy)-4,5-dihydro-6-oxa-3,3a-diaza-benzo-azulene